O1C=C(C=C1)CN1C2=C(SCC1=O)C=CC(=C2)C(=O)OC methyl 4-(furan-3-ylmethyl)-3-oxo-3,4-dihydro-2H-benzo[b][1,4]thiazine-6-carboxylate